4-bromobenzene BrC1=CC=CC=C1